1-[(4-phenoxyphenyl)methyl]-3-(3-piperidinyl)pyrido[3,2-d]pyrimidine-2,4-dione O(C1=CC=CC=C1)C1=CC=C(C=C1)CN1C(N(C(C2=C1C=CC=N2)=O)C2CNCCC2)=O